4-[4-(4-hydroxy-2-oxo-pyrrolidin-1-yl)phenyl]sulfonylpiperazine-1-carboxylic acid benzyl ester C(C1=CC=CC=C1)OC(=O)N1CCN(CC1)S(=O)(=O)C1=CC=C(C=C1)N1C(CC(C1)O)=O